5-(3-chlorophenyl)-N-((6-chloropyridin-3-yl)methyl)-7H-pyrrolo[2,3-d]pyrimidin-4-amine ClC=1C=C(C=CC1)C1=CNC=2N=CN=C(C21)NCC=2C=NC(=CC2)Cl